FCCC(C1=CC=C(C=C1)F)N1N=CC(=C1)C1=CN=CC(=N1)C1=CC=CC=2N1N=C(N2)N 6-(1-(3-fluoro-1-(4-fluorophenyl)propyl)-1H-pyrazol-4-yl)pyrazin-2-yl[1,2,4]triazolo[1,5-a]pyridin-2-amine